C1(CC1)OC1=CC(=CC2=C1N=C(S2)N2[C@@H]1C[C@H]([C@H](C2)C1)OCC=1C(=NOC1C1CC1)C1=C(C=CC=C1Cl)Cl)C(=O)O 4-cyclopropoxy-2-[(1S,4S,5R)-5-[[5-cyclopropyl-3-(2,6-dichlorophenyl)-1,2-oxazol-4-yl]methoxy]-2-azabicyclo[2.2.1]heptan-2-yl]-1,3-benzothiazole-6-carboxylic acid